C(C1=CC=CC=C1)OCCCOCCOCCN1C(C2=CC=CC=C2C1=O)=O 2-(2-(2-(3-(benzyloxy)propoxy)ethoxy)ethyl)isoindoline-1,3-dione